(S)-5-(4-((3-ethyl-2-oxo-1,5,7,8-tetrahydro-2H-pyrano[4,3-b]pyridin-7-yl)methyl)piperazin-1-yl)-6-fluoro-N-methylpicolinamide C(C)C1=CC2=C(NC1=O)C[C@H](OC2)CN2CCN(CC2)C=2C=CC(=NC2F)C(=O)NC